CC(C)C(CCCCCCCCCCCCCCCCC)(O)C 2,3-dimethyl-eicosan-3-ol